C(C)(C)(C)S(=O)NC(C(C(=O)OCC)F)C1=C(C=CC(=C1)[N+](=O)[O-])F ethyl 3-((tert-butylsulfinyl)amino)-2-fluoro-3-(2-fluoro-5-nitrophenyl)propanoate